N1(CCCCC1)C(=O)OC(OC1=C(C=C(C=C1)CO)S(=O)(=O)N1CCCC1)C(C)(C)C tert-butyl-((4-(hydroxymethyl)-2-(pyrrolidin-1-ylsulfonyl) phenoxy) methyl) piperidine-1-carboxylate